(-)-(R,R)-N,N'-Bis-[11-(ethoxycarbonyl)undecyl]-N,N',4,5-tetramethyl-3,6-dioxaoctane-diamide C(C)OC(=O)CCCCCCCCCCCN(C(CO[C@@H]([C@H](OCC(=O)N(C)CCCCCCCCCCCC(=O)OCC)C)C)=O)C